COC(=O)C1=CC2=C(N(C=N2)C2CC2)C=C1 1-cyclopropyl-1H-benzo[d]Imidazole-5-carboxylic acid methyl ester